FC1=C(C=CC=C1)C1=C(N=C(C=2N1N=CC2)N2CCC1(CC2)C(C2=C(N=C(O2)C)C1)=NS(=O)C(C)(C)C)C N-[1'-[7-(2-fluorophenyl)-6-methyl-pyrazolo[1,5-a]pyrazin-4-yl]-2-methyl-spiro[4H-cyclopenta[d]oxazol-5,4'-piperidin]-6-ylidene]-2-methyl-propane-2-sulfinamide